C(CCCCCCCCCCCCC)(=O)N[C@@H](CCC(=O)[O-])C(=O)[O-].[Na+].NCCS(=O)(=O)OC(CCCCCCCCCCCCC)=O.[Na+] sodium myristoyl taurate sodium myristoyl-glutamate